1,3-diphenyl-1,3-propane-dione C1(=CC=CC=C1)C(CC(=O)C1=CC=CC=C1)=O